2-((S)-4-((S)-7-(8-chloronaphthalen-1-yl)-2-(((2R,7aS)-2-fluorotetrahydro-1H-pyrrolizin-7a(5H)-yl)methoxy)-7,8-dihydro-5H-pyrano[4,3-d]pyrimidin-4-yl)piperazin-2-yl)acetonitrile ClC=1C=CC=C2C=CC=C(C12)[C@@H]1CC=2N=C(N=C(C2CO1)N1C[C@@H](NCC1)CC#N)OC[C@]12CCCN2C[C@@H](C1)F